7-(1-methoxy-1-methyl-ethyl)imidazo[1,2-c]pyrimidine COC(C)(C)C1=CC=2N(C=N1)C=CN2